CC(CNCCCCCN)C(C)C N-(2,3-dimethylbutyl)pentane-1,5-diamine